5,15-di(m-methoxyphenyl)porphyrin COC=1C=C(C=CC1)C=1C2=CC=C(N2)C=C2C=CC(C(=C3C=CC(=CC=4C=CC1N4)N3)C3=CC(=CC=C3)OC)=N2